4-(6-(bromomethyl)-2-chloro-5-Nitropyrimidin-4-yl)piperazine-1-carboxylate BrCC1=C(C(=NC(=N1)Cl)N1CCN(CC1)C(=O)[O-])[N+](=O)[O-]